3-aminopyridine-2-aldehyde NC=1C(=NC=CC1)C=O